ClC1=CC(=C(C=C1)N1CCN(CC1)[C@@H]1[C@H](CCCC1)N)F (1S,2S)-2-(4-(4-chloro-2-fluorophenyl)piperazin-1-yl)cyclohexanamine